1,2,3,4-thiatriazole-5-thiolate S1N=NN=C1[S-]